COC1=CC=C2C=C(C(OC2=C1)=O)CC(=O)N[C@@H](CCCNC(N)=N)C(=O)O (7-methoxycoumarinyl)acetyl-L-arginine